1-Hydroxyethylcyclohexylphenyl ketone OC(C)C=1C(=C(C=CC1)C(=O)C1=C(C(=CC=C1)C(C)O)C1CCCCC1)C1CCCCC1